C(C1=CC=CC=C1)N(C1(COC1)C#N)CC1=CC=CC=C1 3-(dibenzylamino)oxetan-3-carbonitrile